ethyl 5-methylpyridazine-4-carboxylate CC=1C(=CN=NC1)C(=O)OCC